CO[C@H](CO)C1=NC(=CC(=N1)N1N=C(C=C1C)C1=CNC=2C1=NC=CC2)N2CCOCC2 (S)-2-methoxy-2-(4-(5-methyl-3-(1H-pyrrolo[3,2-b]pyridin-3-yl)-1H-pyrazol-1-yl)-6-morpholinopyrimidin-2-yl)ethan-1-ol